(3-(4-methoxybenzyl)-1-(1-methylpiperidin-4-yl)-1H-1,2,4-triazol-5-yl)methylamine COC1=CC=C(CC2=NN(C(=N2)CN)C2CCN(CC2)C)C=C1